tris(methoxyethoxy)propionyloxysilane COCCOC(CC(=O)O[SiH3])(OCCOC)OCCOC